C(C)(=O)NC=1C(=C(C=CC1)C=1N=C(SC1C1=NC(=NC=C1)NC1CC2(CS(C2)(=O)=O)C1)N1[C@H](CN(C[C@@H]1C)C(=O)OC(C)(C)C)C)F tert-butyl (3S,5S)-4-(4-(3-acetamido-2-fluorophenyl)-5-(2-((2,2-dioxido-2-thiaspiro[3.3]heptan-6-yl)amino)pyrimidin-4-yl)thiazol-2-yl)-3,5-dimethylpiperazine-1-carboxylate